1,3-bis(4,5-dihydrooxazol-2-yl)benzene O1C(=NCC1)C1=CC(=CC=C1)C=1OCCN1